3-amino-3-(2-fluoro-5-nitrophenyl)-2-methylpropanoic acid NC(C(C(=O)O)C)C1=C(C=CC(=C1)[N+](=O)[O-])F